ClC=1N=CC2=C(N1)N(C(C2)=O)CC2=CC=C(C=C2)C=2N(C=C(N2)C(F)(F)F)C 2-chloro-7-([4-[1-methyl-4-(trifluoromethyl)-1H-imidazol-2-yl]phenyl]methyl)-5H,6H,7H-pyrrolo[2,3-d]pyrimidin-6-one